ClC1=C(C=CC=C1)[C@@H](N)C(=O)O |r| racemic-2-(2-chlorophenyl)glycine